CC(CC)(CCC(C)C)C1=CC=C(C=C1)O 4-(3,6-dimethyl-3-heptyl)phenol